BrC1=C(C2=C(C(N3[C@@H](CO2)CN(CC3)C(=O)OC(C)(C)C)=O)C=C1I)F Tert-butyl (12aR)-9-bromo-10-fluoro-8-iodo-6-oxo-3,4,12,12a-tetrahydro-6H-pyrazino[2,1-c][1,4]benzoxazepine-2(1H)-carboxylate